2-amino-2,3-dimethyl-1-butanol NC(CO)(C(C)C)C